N1=C(C=CC=C1)C1=NC(=NO1)C(=O)OCC ethyl 5-(pyridin-2-yl)-1,2,4-oxadiazole-3-carboxylate